tri-isocyanatopropyl-trimethoxysilane N(=C=O)C(CC[Si](OC)(OC)OC)(N=C=O)N=C=O